1,8-diaza-bicyclo[5.4.0]-undec-7-ene N12CCCCCC2=NCCC1